N-(5-(4-chloro-8-fluoroquinolin-6-yl)-2-methoxypyridin-3-yl)-2,4-difluorobenzenesulfonamide ClC1=CC=NC2=C(C=C(C=C12)C=1C=C(C(=NC1)OC)NS(=O)(=O)C1=C(C=C(C=C1)F)F)F